Cl.N1CC(CC1)NNS(=O)=O N-(pyrrolidin-3-yl)aminosulfonamide hydrochloride Salt